2,7-heptanediol dimethacrylate C(C(=C)C)(=O)OC(C)CCCCCOC(C(=C)C)=O